N[C@H](C(=O)O)CCC(NC1=CC=C(C=C1)F)=O (2S)-2-amino-4-[(4-fluorophenyl)carbamoyl]butanoic acid